(RS)-5-(tert-Butyl)-9-methoxy-8-(3-methoxypropoxy)-2-oxo-1,2,5,6-tetrahydro-1,10-phenanthroline-3-carbonitrile C(C)(C)(C)[C@@H]1C=2C=C(C(NC2C2=NC(=C(C=C2C1)OCCCOC)OC)=O)C#N |r|